COC(C1=C(C=C(C=C1)NC(=O)C=1N(C(=CN1)C=1C(=NN(C1)C1=NC=C(C=C1)[N+](=O)[O-])C(F)(F)F)C)Cl)=O 2-Chloro-4-[[1-methyl-5-[1-(5-nitro-2-pyridyl)-3-(trifluoromethyl)pyrazol-4-yl]imidazole-2-carbonyl]amino]benzoic Acid Methyl Ester